tert-Butyl 2-(5-(2-((3,3-difluorocyclobutyl)(isopropyl)carbamoyl)-4-fluorophenoxy)pyrimidin-4-yl)-2,7-diazaspiro[3.5]nonane-7-carboxylate FC1(CC(C1)N(C(=O)C1=C(OC=2C(=NC=NC2)N2CC3(C2)CCN(CC3)C(=O)OC(C)(C)C)C=CC(=C1)F)C(C)C)F